2-methylpiperidine-1-carboxylate CC1N(CCCC1)C(=O)[O-]